Methyl 2-ethyl-7-hydroxy-4-(4-methoxybenzyl)-5-oxo-4,5-dihydro-2H-pyrazolo[4,3-b]pyridine-6-carboxylate C(C)N1N=C2C(N(C(C(=C2O)C(=O)OC)=O)CC2=CC=C(C=C2)OC)=C1